4-[(1,3-dimethyl-1H-pyrazol-4-yl)methyl]-6-hydroxy-5-oxo-4,5-dihydrothieno[3,2-b]pyridine-7-carboxylic acid CN1N=C(C(=C1)CN1C2=C(C(=C(C1=O)O)C(=O)O)SC=C2)C